O1CC(C1)N1CC2(CCN2C=O)C1 (6-(oxetan-3-yl)-1,6-diazaspiro[3.3]hept-1-yl)methanone